OC1=CC=C(C=C1)[S+](C)C (4-Hydroxyphenyl)dimethylsulfonium